O=C(CNC(=O)C1=CC=NC2=CC=CC=C12)N1[C@@H](CCC1)C(C(NCCCCC)=O)=O (S)-N-(2-Oxo-2-(2-(2-oxo-2-(pentylamino)acetyl)pyrrolidin-1-yl)ethyl)quinoline-4-carboxamide